(R)-N-(3-(4-(aminomethyl)phenyl)-1-(4-benzylpiperazin-1-yl)-1-oxopropan-2-yl)propanamide NCC1=CC=C(C=C1)C[C@H](C(=O)N1CCN(CC1)CC1=CC=CC=C1)NC(CC)=O